2-Octyldodecan-1-ol C(CCCCCCC)C(CO)CCCCCCCCCC